ClC=1C=NC(=C(C(=O)NC2CCC(CC2)CN2C(N(C3=C2C=CC=C3)C=3C(=NC(=CC3)OC)C)=O)C1)C 5-chloro-N-((1r,4r)-4-((3-(6-methoxy-2-methylpyridin-3-yl)-2-oxo-2,3-dihydro-1H-benzo[d]imidazol-1-yl)methyl)cyclohexyl)-2-methylnicotinamide